(S)-1-(Oxetan-2-ylmethyl)-2-((4-(6-(p-tolyloxy)pyrimidine-4-carbonyl)piperazin-1-yl)methyl)-1H-benzo[d]imidazole-6-carboxylic acid O1[C@@H](CC1)CN1C(=NC2=C1C=C(C=C2)C(=O)O)CN2CCN(CC2)C(=O)C2=NC=NC(=C2)OC2=CC=C(C=C2)C